3-(tert-butoxycarbonyl)thiazolidine-2-carboxylic acid C(C)(C)(C)OC(=O)N1C(SCC1)C(=O)O